6-ethoxypyridin-3-boronic acid C(C)OC1=CC=C(C=N1)B(O)O